[2,6-difluoro-4-(4-propylphenyl)phenyl]boric acid FC1=C(C(=CC(=C1)C1=CC=C(C=C1)CCC)F)OB(O)O